N-(2-methoxyethyl)-N-methylpyrrolidinium chloride [Cl-].COCC[N+]1(CCCC1)C